C(C)C1=C(C=C(C(=C1)O)F)C1=CC=C2C(=NNC2=C1)C1=NC2=C(N1)CN(C2)C(=O)C2=NC=C(N=C2)N2CCOCC2 (2-(6-(2-ethyl-5-fluoro-4-hydroxyphenyl)-1H-indazol-3-yl)-4,6-dihydropyrrolo[3,4-d]Imidazol-5(1H)-yl)(5-morpholinopyrazin-2-yl)methanone